C1(CC1)C(=O)N1C[C@@H](C[C@@H]1CO)NC(=O)[C@H]1N(C[C@H](C1)F)C(=O)OC(C)(C)C tert-Butyl (2S,4S)-2-(((3R,5R)-1-(cyclopropanecarbonyl)-5-(hydroxymethyl)pyrrolidin-3-yl)carbamoyl)-4-fluoropyrrolidine-1-carboxylate